COC1=C(C=CC(=C1)N1CCN(CC1)C)NC1=NC2=CC(=CC=C2C=N1)C=1C=NNC1 N-(2-methoxy-4-(4-methylpiperazin-1-yl)phenyl)-7-(1H-pyrazol-4-yl)quinazolin-2-amine